iodo-3-methyl-1H-pyrrole-2-carboxylic acid ethyl ester C(C)OC(=O)C=1N(C=CC1C)I